COC=1C(=NC=2N(C1)N=CC2B2OC(C(O2)(C)C)(C)C)C(C)(C)O 2-[6-methoxy-3-(4,4,5,5-tetramethyl-1,3,2-dioxaborolan-2-yl)pyrazolo[1,5-a]pyrimidin-5-yl]propan-2-ol